Fmoc-11-amino-3,6,9-trioxaundecanoic acid C1=CC=C2C(=C1)C(C3=CC=CC=C32)COC(=O)C(C(=O)O)OCCOCCOCCN